FC(CCN1N=CC(=C1)C=1C(=NC(=CC1)C)C1=CC=C2CN(C(C2=C1)=O)C)(C)C 6-{3-[1-(3-fluoro-3-methylbutyl)-1H-pyrazol-4-yl]-6-methylpyridin-2-yl}-2-methyl-2,3-dihydro-1H-isoindol-1-one